(S)-3-(4-((5-((8-Methoxy-3,4-dihydroquinolin-1(2H)-yl)methyl)thiophen-2-yl)methoxy)phenyl)hex-4-ynoic acid COC=1C=CC=C2CCCN(C12)CC1=CC=C(S1)COC1=CC=C(C=C1)[C@H](CC(=O)O)C#CC